FC=1C=C(C(=O)N2C=C(C=3NC4=NC=CC=C4C3C(C2)(C)C)C(=O)NC(C)C)C=CC1F 12-(3,4-difluorobenzoyl)-14,14-dimethyl-N-(propan-2-yl)-6,8,12-triazatricyclo[7.5.0.02,7]tetradeca-1(9),2,4,6,10-pentaene-10-carboxamide